ClC=1C=CC2=C(C(=C(O2)C(=O)O)NC(C2=CC=C(C=C2)Cl)=O)C1 5-chloro-3-(4-chlorobenzoylamino)benzofuran-2-carboxylic acid